4-(ethoxymethyl)bromobenzene arsenic-gold [Au].[As].C(C)OCC1=CC=C(C=C1)Br